N-(4-(trifluoromethoxy)phenyl)piperazine-1-carboxamide FC(OC1=CC=C(C=C1)NC(=O)N1CCNCC1)(F)F